[Br-].C(C(=C)C)(=O)OCC[N+](C)(C)CCCCCCCCCCCCCCCC methacryloyloxyethyl-hexadecyl-dimethyl-ammonium bromide